diethyl ((3-bromo-5-cyano-7-(4,4,4-trifluorobutoxy)benzo[b]thiophen-2-yl)difluoromethyl)phosphonate BrC=1C2=C(SC1C(F)(F)P(OCC)(OCC)=O)C(=CC(=C2)C#N)OCCCC(F)(F)F